6-((1R,5S,6R)-3-oxa-bicyclo[3.1.0]hexan-6-yl)-3-chloro-2-(2-fluorobenzyl)-2H-pyrazolo[3,4-d]pyridazin-7(6H)-one [C@H]12COC[C@@H]2C1N1N=CC=2C(C1=O)=NN(C2Cl)CC2=C(C=CC=C2)F